spiro[piperidine-4,3'-quinoline]-1-carboxylate N=1CC2(C=C3C=CC=CC13)CCN(CC2)C(=O)[O-]